BrC=1C=C2C(=NC1C1=C(C=CC=C1)F)N=CS2 6-bromo-5-(2-fluorophenyl)[1,3]thiazolo[4,5-b]pyridine